OC1CN(CCC1)C(=O)C1(CCC1)CNC(=O)C1=CC2=C(S1)CCCCCC2 N-{[1-(3-Hydroxypiperidine-1-carbonyl)cyclobutyl]methyl}-4H,5H,6H,7H,8H,9H-cycloocta[b]thiophene-2-carboxamide